[Mg].[Al] Aluminium-magnesium